C(C)(C)(C)NC(CN(C)C=1C2=C(N=C(N1)C1=NC=CC(=C1)O[C@@H](CN(C)C)C)CCC2)=O N-tert-butyl-2-{[2-(4-{[(2R)-1-(dimethylamino)propan-2-yl]oxy}pyridin-2-yl)-5H,6H,7H-cyclopenta[d]pyrimidin-4-yl](methyl)amino}acetamide